[Br-].C(CCCCCCCCCCC)C=1OC=C[NH+]1 dodecyloxazolium bromide